ethyl 3-hexylnonenoate C(CCCCC)C(=CC(=O)OCC)CCCCCC